BrC1=CC=C2C(OC(C2=C1)=CC=1C=CC(=C(C(=O)N2CC(N(CC2)C2=NC=C(C#N)C=C2)C)C1)F)=O 6-(4-(5-((6-Bromo-3-oxoisobenzofuran-1(3H)-ylidene)methyl)-2-fluorobenzoyl)-2-methylpiperazin-1-yl)nicotinonitrile